FC1=CC=C(C=C1)N1C(C(=C(C(=C1)C)OC)C(=O)N)=O 1-(4-fluorophenyl)-4-methoxy-5-methyl-2-oxopyridine-3-carboxamide